C(C)(C)(C)OC(=O)NC1CN(C(/C=C/C1)C)C(=O)OC(C)(C)C tert-butyl (E)-3-(tert-butoxycarbonylamino)-7-methyl-4,7-dihydro-2H-azepine-1-carboxylate